FC(C1CC(C1)N(C(=O)C1=C(OC=2C(=NC=NC2)N2CC3(C2)CCN(CC3)C(=O)OC(C)(C)C)C=CC(=C1)F)C(C)C)F tert-Butyl 2-(5-(2-(((1s,3s)-3-(difluoromethyl)cyclobutyl)(isopropyl)carbamoyl)-4-fluorophenoxy)pyrimidin-4-yl)-2,7-diazaspiro[3.5]nonane-7-carboxylate